C(C)OC(C)COC(C)CO dipropyleneglycol ethyl ether